C(C)(=O)C1=CC(=C2C=C(C=CN12)N)C(=O)NC1=C(C(=CC(=C1)CO)C=1C=NN(C1)C)F 3-acetyl-7-amino-N-(2-fluoro-5-(hydroxymethyl)-3-(1-methyl-1H-pyrazol-4-yl)phenyl)indolizine-1-carboxamide